FC1=CC=C(C=C1)N1C(C(=CC=C1)C(=O)NC1=CC=C(C=C1)OC=1C2=C(N=CN1)OC(=C2C2=CC(=CC=C2)NC)C=2C=NN(C2)C)=O 1-(4-fluorophenyl)-N-[4-({5-[3-(methylamino)phenyl]-6-(1-methyl-1H-pyrazol-4-yl)furo[2,3-d]pyrimidin-4-yl}oxy)phenyl]-2-oxo-1,2-dihydropyridine-3-carboxamide